ClC=1C=C2C(=CC(=C(C2=CC1)OC(C=C)=O)N(CC)CC)O 6-chloro-2-diethylamino-4-hydroxy-1-acryloyloxynaphthalene